Benzyl-(1-(6-amino-2-fluoro-9H-purin-9-yl)-2,2,2-trichloroethyl)-carbamate C(C1=CC=CC=C1)OC(NC(C(Cl)(Cl)Cl)N1C2=NC(=NC(=C2N=C1)N)F)=O